iron-arsenic-lead [Pb].[As].[Fe]